4-[(2R)-3-(3,4-dihydro-1H-isoquinolin-2-yl)-2-hydroxy-propyl]-8-[(3-fluoro-4-piperidinyl)oxy]-1-methyl-2,3-dihydro-1,4-benzodiazepine-5-one hydrochloride Cl.C1N(CCC2=CC=CC=C12)C[C@H](CN1CCN(C2=C(C1=O)C=CC(=C2)OC2C(CNCC2)F)C)O